N(=[N+]=[N-])[C@@H]1[C@H]([C@@H](SC=2C(=NC=C(C2)Cl)Br)O[C@@H]([C@@H]1O)CO)O 2-bromo-5-chloropyridin-3-yl 3-azido-3-deoxy-1-thio-α-D-galactopyranoside